n-butyl L-tartarate C([C@H](O)[C@@H](O)C(=O)[O-])(=O)OCCCC